(1R,3S)-3-{5-[(2,2-dioxo-1,3-dihydro-2λ6-benzo[c][1,2]thiazol-4-yl)amino]-1H-pyrazol-3-yl}cyclopentyl (prop-2-ylamino)methanoate CC(C)NC(=O)O[C@H]1C[C@H](CC1)C1=NNC(=C1)NC1=CC=CC=2NS(CC21)(=O)=O